C1(=CC=CC=C1)C=1N=C2N(C=C(C=C2C2=CC=CC=C2)C2=C(C=CC=C2)S(=O)(=O)N)C1 2-(2,8-diphenylimidazo[1,2-a]pyridin-6-yl)benzenesulfonamide